(R)-2-((5-(2-(6-(dimethylamino)-2-methylhexan-3-yl)-2,6-diazaspiro[3.4]octan-6-yl)-3-methoxy-1,2,4-triazin-6-yl)oxy)-N-ethyl-5-fluoro-N-isopropylbenzamide formate C(=O)O.CN(CCC[C@H](C(C)C)N1CC2(C1)CN(CC2)C=2N=C(N=NC2OC2=C(C(=O)N(C(C)C)CC)C=C(C=C2)F)OC)C